FC=1C=C(CNCCCCOCCNC2=C3C=NNC3=CC(=C2)C=2C=NNC2C#N)C=C(C1OC(F)(F)F)F 4-(4-((2-(4-((3,5-difluoro-4-(trifluoromethoxy)benzyl)amino)butoxy)ethyl)amino)-1H-indazol-6-yl)-1H-pyrazole-5-carbonitrile